N-cyclobutyl-4-(6-(4-isopropyl-5-(8-methoxy-[1,2,4]triazolo[1,5-a]pyridin-6-yl)-1H-pyrazol-3-yl)pyridin-3-yl)cyclohexan-1-amine C1(CCC1)NC1CCC(CC1)C=1C=NC(=CC1)C1=NNC(=C1C(C)C)C=1C=C(C=2N(C1)N=CN2)OC